7-(4-(3-chloropropyl)piperazin-1-yl)-1H-indole ClCCCN1CCN(CC1)C=1C=CC=C2C=CNC12